ethyl (7aR)-6-hydroxyl-1-methylenetetrahydro-1H-pyrrolizin-7a(5H)-carboxylate OC1CN2CCC([C@]2(C1)C(=O)OCC)=C